C(C)N1N(C2=NC(=NC=C2C1=O)NC1=CC2=C(N(C=N2)C)C=C1)C1=NC(=CC=C1)F 2-ethyl-1-(6-fluoropyridin-2-yl)-6-((1-methyl-1H-benzo[d]imidazol-5-yl)amino)-1,2-dihydro-3H-pyrazolo[3,4-d]pyrimidin-3-one